3-fluoro-4-(4-(pyridin-2-yl)phenoxy)aniline FC=1C=C(N)C=CC1OC1=CC=C(C=C1)C1=NC=CC=C1